BrC=1C=NN(C1C(=O)OC)COCC[Si](C)(C)C methyl 4-bromo-1-((2-(trimethylsilyl) ethoxy) methyl)-1H-pyrazole-5-carboxylate